4-(4-(2-cyano-7-((5-methoxy-7-methyl-1H-indol-4-yl)methyl)-7-azaspiro[3.5]nonan-6-yl)benzoyl)morpholine-2-carboxylic acid C(#N)C1CC2(C1)CC(N(CC2)CC2=C1C=CNC1=C(C=C2OC)C)C2=CC=C(C(=O)N1CC(OCC1)C(=O)O)C=C2